C[C@@H]1OCC2([C@@H]1NS(=O)C(C)(C)C)CCN(CC2)C(=O)OC(C)(C)C tert-Butyl (3S,4S)-3-methyl-4-[(2-methylpropane-2-sulfinyl)amino]-2-oxa-8-azaspiro[4.5]decane-8-carboxylate